ClC1=CC(=C(C=C1)C1=NC(=NC2=C1N=C(N(C2=O)C)C)N2CC(OC(C2)C=2C=NN(C2)C2CC2)(C)C)F 8-(4-chloro-2-fluorophenyl)-6-(6-(1-cyclopropyl-1H-pyrazol-4-yl)-2,2-dimethylmorpholino)-2,3-dimethylpyrimidino[5,4-d]pyrimidin-4(3H)-one